dihydroxybicyclo[2.2.2]octane OC12CCC(CC1)(CC2)O